6-(2-fluoropropan-2-yl)-2-methoxypyrimidin FC(C)(C)C1=CC=NC(=N1)OC